9-methyl-6-oxo-6,7,8,9-tetrahydropyrido[3',2':4,5]pyrrolo[1,2-a]pyrazine-2-carboxamide CC1CNC(C=2N1C1=C(C2)C=CC(=N1)C(=O)N)=O